1-(4-(thiazolyl)-1-piperazinyl)-3-phenylbut-3-ene S1C(=NC=C1)N1CCN(CC1)CCC(=C)C1=CC=CC=C1